FC1=CC=C(C(=O)C2=CNC=3N=C(N=C(C32)NC3CCC(CC3)NC(C(C)C)=O)NC3=CC=C(C=C3)N3CCN(CC3)C)C=C1 N-((1r,4r)-4-((5-(4-fluorobenzoyl)-2-((4-(4-methylpiperazin-1-yl)phenyl)amino)-7H-pyrrolo[2,3-d]pyrimidin-4-yl)amino)cyclohexyl)isobutyramide